bis[4-aminophenoxy]biphenyl NC1=CC=C(OC2=CC=C(C=C2)C2=CC=C(C=C2)OC2=CC=C(C=C2)N)C=C1